N-[5-(adamantan-1-yl)-1H-pyrazol-3-yl]-1-(prop-2-yn-1-yl)piperidine-4-carboxamide C12(CC3CC(CC(C1)C3)C2)C2=CC(=NN2)NC(=O)C2CCN(CC2)CC#C